5-BUTYL-4-METHYLDIHYDROFURAN C(CCC)C1=C(CCO1)C